FC(CC1=C(NC2=CC=C(C=C12)C1CCN(CC1)C(C(=O)N(C)C)C)C1=CC(=NC(=C1)C)C)F 2-(4-(3-(2,2-difluoroethyl)-2-(2,6-dimethylpyridin-4-yl)-1H-indol-5-yl)piperidin-1-yl)-N,N-dimethylpropionamide